(S)-N-(2-methyl-5-(2-(2-methylpyrrolidin-1-yl)acetamido)pyridin-3-yl)-2-(4,5,6,7-tetrahydropyrazolo[1,5-a]pyridin-3-yl)-1H-pyrrolo[2,3-b]pyridine-5-carboxamide CC1=NC=C(C=C1NC(=O)C=1C=C2C(=NC1)NC(=C2)C=2C=NN1C2CCCC1)NC(CN1[C@H](CCC1)C)=O